NC=1C=NC(=NC1)C=1C=C(C=C(C1)Cl)[C@@H]1N(CC[C@](C1)(C)O)C(C=C)=O 1-((2R,4S)-2-(3-(5-aminopyrimidin-2-yl)-5-chlorophenyl)-4-hydroxy-4-methylpiperidin-1-yl)prop-2-en-1-one